6-[6-[[(3R)-1-ethyl-3-piperidinyl]amino]-4-methyl-pyridazin-3-yl]-1H-indole-3-carbonitrile C(C)N1C[C@@H](CCC1)NC1=CC(=C(N=N1)C1=CC=C2C(=CNC2=C1)C#N)C